CC1(CC1)NC([O-])=O (1-methylcyclopropyl)carbamate